perfluoro-3,6,9-trioxaundecan-1-ol FC(C(OC(C(OC(C(OC(C(F)(F)F)(F)F)(F)F)(F)F)(F)F)(F)F)(F)F)(O)F